FC=1C(=C(C=CC1F)[C@H]1[C@@H](O[C@]([C@H]1C)(C(F)(F)F)C)C(=O)NC1=CC(=[N+](C=C1)[O-])C(=O)N)O 4-[[(2R,3S,4S,5R)-3-(3,4-difluoro-2-hydroxy-phenyl)-4,5-dimethyl-5-(trifluoromethyl)tetrahydrofuran-2-carbonyl]amino]-1-oxido-pyridin-1-ium-2-carboxamide